2,3-divinyloxynaphthalene C(=C)OC1=CC2=CC=CC=C2C=C1OC=C